4-(2,3-dihydrobenzo[b][1,4]dioxin-5-yl)-N-(4-(((morpholin-3-ylmethyl)amino)methyl)phenyl)aniline O1C2=C(OCC1)C(=CC=C2)C2=CC=C(NC1=CC=C(C=C1)CNCC1NCCOC1)C=C2